BrC=1C=CC2=C(C(CO2)O)C1C 5-bromo-4-methyl-2,3-dihydrobenzofuran-3-ol